(1-Methoxyisoquinolin-4-yl)methylamine COC1=NC=C(C2=CC=CC=C12)CN